FC1=NC(=CC(=C1I)NC1=CC=C(C(=N1)C(=O)NCC(C)(C)C)O)F 6-[(2,6-difluoro-3-iodo-4-pyridyl)amino]-N-(2,2-dimethylpropyl)-3-hydroxy-pyridine-2-carboxamide